CCC(Cl)C1=CC(=CC=C1)C 2,3-dimethyl-1-chloroethylbenzene